4-(6-((4-Chloro-2-fluorobenzyl)oxy)pyridin-2-yl)-1,4,5,6-tetrahydro-1,2,4-triazine ClC1=CC(=C(COC2=CC=CC(=N2)N2C=NNCC2)C=C1)F